C(C)[C@H](C(=O)OCC1=C(C(=CC=C1)[C@H](C)C=1N=CNC1)C)[C@@H](CC1=CN=CN1C)COC(C(C)(C)C)=O 3-((S)-1-(1H-Imidazol-4-yl)ethyl)-2-methylbenzyl (2S,3R)-2-ethyl-4-(1-methyl-1H-imidazol-5-yl)-3-((pivaloyloxy)methyl)butanoate